2-(2,6-dioxopiperidin-3-yl)-6,7,8,9-tetrahydroazepino[3,4-f]isoindole-1,3(2H,5H)-dione O=C1NC(CCC1N1C(C2=CC3=C(C=C2C1=O)CNCCC3)=O)=O